4,6-dimethyl-anilin CC1=CC=C(N)C(=C1)C